3-(3H-[1,2,3]Triazolo[4,5-b]pyridin-5-yl)-N-(3-fluoro-4-(((3-methoxybenzyl)oxy)methyl)-phenyl)benzamide N1=NNC2=NC(=CC=C21)C=2C=C(C(=O)NC1=CC(=C(C=C1)COCC1=CC(=CC=C1)OC)F)C=CC2